13-bromo-19-chloro-21-fluoro-14-hydroxy-5-methoxy-16,16-dioxo-9-oxa-16λ6-thia-4,17-diazatetracyclo[16.3.1.111,15.02,7]tricosa-1(22),2,4,6,11(23),12,14,18,20-nonaen-10-one BrC1=CC=2C(OCC3=CC(=NC=C3C=3C(=CC(=C(NS(C(=C1O)C2)(=O)=O)C3)Cl)F)OC)=O